4-methylphenyl (1r,4r)-6-(4-(1H-1,2,4-triazol-1-yl) phenyl)-5-(4-hydroxyphenyl)-7-oxabicyclo[2.2.1]hept-5-ene-2-sulfonate N1(N=CN=C1)C1=CC=C(C=C1)C1=C([C@H]2CC([C@@H]1O2)S(=O)(=O)OC2=CC=C(C=C2)C)C2=CC=C(C=C2)O